trans-4-HydroxyL-proline-d3 O[C@@H]1C([C@](N(C1)[2H])(C(=O)O)[2H])[2H]